NC1=NC=C(C(=N1)C1=CC=C(C=C1)NC1=NC(=NC=C1)NCC1=C(C=CC=C1)Cl)C N4-(4-(2-amino-5-methylpyrimidin-4-yl)phenyl)-N2-(2-chlorobenzyl)pyrimidine-2,4-diamine